C1(CC1)C(=O)NC=1C=C(C=CC1)N1N=NC(=C1)C1=C(C(=O)O)C=CN=C1 (1-(3-(cyclopropanecarboxamido)phenyl)-1H-1,2,3-triazol-4-yl)isonicotinic acid